(R)-1-(4-(2-(6-((3R,5R)-3-Amino-5-fluoropiperidine-1-carbonyl)-3-methylpyrazolo[1,5-a]pyridin-2-yl)-1-(cyclopropylmethyl)-5-fluoro-1H-indol-7-yl)piperidin-1-yl)-2-methoxypropan-1-one N[C@H]1CN(C[C@@H](C1)F)C(=O)C=1C=CC=2N(C1)N=C(C2C)C=2N(C1=C(C=C(C=C1C2)F)C2CCN(CC2)C([C@@H](C)OC)=O)CC2CC2